CO\N=C/1\C2=CC(=CC=C2N2C1=NC1=CC=C(C=C1C2=O)CN2CCOCC2)C#N (Z)-6-(methoxyimino)-2-(morpholinomethyl)-12-oxo-6,12-dihydroindolo[2,1-b]quinazoline-8-carbonitrile